C(=O)[C@@H]1[C@H](C1)C(=O)OCC Ethyl (1S,2S)-2-formylcyclopropanecarboxylate